BrC=1C=CC=2N(C1)N=CC2 6-Bromo-pyrazolo[1,5-a]pyridine